tert-butyl 4-(5-[(5-chlorothiophen-2-yl)methyl]amino-1-(4-methyloxane-4-carbonyl)-1H-pyrazol-3-yl)-4-methylpiperidine-1-carboxylate ClC1=CC=C(S1)CNC1=CC(=NN1C(=O)C1(CCOCC1)C)C1(CCN(CC1)C(=O)OC(C)(C)C)C